FC=1C(=NC(=C(C1)F)C1=CN=C2N1C=CC(=C2)C=2N(C=NC2)C(C2=CC=CC=C2)(C2=CC=CC=C2)C2=CC=CC=C2)N[C@H]2CN(CC[C@@H]2F)C(=O)OC(C)(C)C tert-butyl (3S,4S)-3-[[3,5-difluoro-6-[7-(3-tritylimidazol-4-yl)imidazo[1,2-a]pyridin-3-yl]-2-pyridyl]amino]-4-fluoro-piperidine-1-carboxylate